ClC=1C=C(C=C(C1)NC(NCC=1C=C2CN(C(C2=CC1)=O)C1C(NC(CC1)=O)=O)=O)CCCNC(OC(C)(C)C)=O tert-butyl N-[3-[3-chloro-5-[[2-(2,6-dioxo-3-piperidyl)-1-oxo-isoindolin-5-yl]methylcarbamoylamino]phenyl]propyl]carbamate